azetidin-3-yl 6-[5-(6-methyl-2-pyridyl)-1H-imidazol-4-yl]quinoline-4-carboxylate CC1=CC=CC(=N1)C1=C(N=CN1)C=1C=C2C(=CC=NC2=CC1)C(=O)OC1CNC1